C1(CC1)CC1=CC=CC2=CC=CC=C12 4-cyclopropylmethyl-naphthalene